N1C=CC2=CC=CC(=C12)CC(C(=O)O)CNC=1SC(=C(N1)C1=CC(=C(C=C1)Cl)Cl)C(C)C 2-((1H-indol-7-yl)methyl)-3-(4-(3,4-dichlorophenyl)-5-isopropylthiazol-2-ylamino)propanoic acid